BrC=1C=C2C(=NC=NC2=CC1OCC)C=1C(=NN(C1)C(C)C)C1=CC=CC=C1 6-bromo-7-ethoxy-4-(1-isopropyl-3-phenyl-1H-pyrazol-4-yl)quinazoline